2-[[2-[5-[(3-chloro-4-methoxy-benzoyl)amino]-2-[(4-methoxyphenyl)methyl]pyrazol-3-yl]-1H-benzimidazol-5-yl]oxy]ethyl acetate C(C)(=O)OCCOC1=CC2=C(NC(=N2)C=2N(N=C(C2)NC(C2=CC(=C(C=C2)OC)Cl)=O)CC2=CC=C(C=C2)OC)C=C1